2,3-dimethyl-2,3-di-(p-methoxyphenyl)-butane CC(C)(C(C)(C1=CC=C(C=C1)OC)C)C1=CC=C(C=C1)OC